N-([1,1'-Biphenyl]-3-yl)isothiazole-5-carboxamide tert-Butyl-((6-(2-chloro-3-(5,6-dichloropyrimidin-4-yl)phenyl)-2-methoxypyridin-3-yl)methyl)(2-hydroxyethyl)carbamate C(C)(C)(C)OC(N(CCO)CC=1C(=NC(=CC1)C1=C(C(=CC=C1)C1=NC=NC(=C1Cl)Cl)Cl)OC)=O.C1(=CC(=CC=C1)NC(=O)C1=CC=NS1)C1=CC=CC=C1